FC12CCC(CC1)(CC2)NCCCCCCCNC2=C1C(N(C(=NC1=CC=C2)C(F)(F)F)C2C(NC(CC2)=O)=O)=O 3-(5-((7-((4-fluorobicyclo[2.2.2]octan-1-yl)amino)heptyl)amino)-4-oxo-2-(trifluoromethyl)quinazolin-3(4H)-yl)piperidine-2,6-dione